CC1=C(C(=CC(=C1)C)CC1=C(C(=C(C(=C1F)F)F)F)F)O 2,4-dimethyl-6-((perfluorophenyl)methyl)phenol